(7-fluoro-1H-benzimidazol-2-yl)-methylamine FC1=CC=CC2=C1NC(=N2)NC